1-(2-pyridinyl)-5-chloro-6-cyanopyridin-2-one N1=C(C=CC=C1)N1C(C=CC(=C1C#N)Cl)=O